C(C1=CC=CC=C1)OC1=CC=C(C=C1)[C@H](C(C)(C)C)N[S@@](=O)C(C)(C)C (S)-N-((S)-1-(4-(benzyloxy)phenyl)-2,2-dimethylpropyl)-2-methylpropane-2-sulfinamide